COC1=NC(N(C=C1)CCC#N)=O 3-(4-methoxy-2-oxopyrimidin-1(2H)-yl)propionitrile